4-bromo-1-(3-methoxypropyl)-1H-pyrazole BrC=1C=NN(C1)CCCOC